CN1C2=CN=C3C=CC(=CC3=C2N(C1=O)C4=CC(=C(C=C4)N5CC[NH2+]CC5)C(F)(F)F)C6=CN=C(C=C6)OC The molecule is an organic cation obtained by protonation of the secondary amino group of 8-(6-methoxypyridin-3-yl)-3-methyl-1-[4-(piperazin-1-yl)-3-(trifluoromethyl)phenyl]-1,3-dihydro-2H-imidazo[4,5-c]quinolin-2-one. It is an ammonium ion derivative and an organic cation. It is a conjugate acid of a BGT226 free base.